N-(4-(5-oxo-5-(phenylamino)pentyl)-1-phenyl-1H-imidazol-2-yl)-3-(1-((2-(trimethylsilyl)ethoxy)methyl)-1H-pyrazol-4-yl)benzamide (R)-(-)-Ethyl-2-methyl-5-phenylpentanoate C(C)OC([C@@H](CCCC1=CC=CC=C1)C)=O.O=C(CCCCC=1N=C(N(C1)C1=CC=CC=C1)NC(C1=CC(=CC=C1)C=1C=NN(C1)COCC[Si](C)(C)C)=O)NC1=CC=CC=C1